platinum iridium ruthenium tin [Sn].[Ru].[Ir].[Pt]